4-butenylstyrene C(=CCC)C1=CC=C(C=C)C=C1